piperonyl citronellate C(CC(C)CCC=C(C)C)(=O)OCC1=CC=2OCOC2C=C1